N1C=C(C2=CC=CC=C12)C1N(CCN(C1)C1=CC=C(C=C1)OC)C(=O)N (1H-indol-3-yl)-4-(4-methoxyphenyl)piperazine-1-carboxamide